N-hydroxy-4-(5,5,5-trifluoropentyl)benzimidamide ONC(C1=CC=C(C=C1)CCCCC(F)(F)F)=N